tert-butyl (S)-(1-(2-(6-(methoxymethoxy)-2,7-dimethyl-2H-indazol-5-yl)-4-(methylcarbamoyl)quinazolin-6-yl)pyrrolidin-3-yl)(methyl)carbamate COCOC=1C(=CC2=CN(N=C2C1C)C)C1=NC2=CC=C(C=C2C(=N1)C(NC)=O)N1C[C@H](CC1)N(C(OC(C)(C)C)=O)C